2-(3-carbamoyl-5-(pyrimidin-5-yl)-1H-pyrazolo[3,4-c]pyridin-1-yl)acetic acid C(N)(=O)C1=NN(C2=CN=C(C=C21)C=2C=NC=NC2)CC(=O)O